FC1(C[C@@H]2C[C@H](N(C[C@@H]2CC1)C(=O)OC(C)(C)C)C(=O)OCC)CCN1N=NN=C1 2-tert-butyl 3-ethyl (3S,4aS,8aR)-6-fluoro-6-[2-(1H-1,2,3,4-tetrazolyl)ethyl]-decahydroisoquinoline-2,3-dicarboxylate